O[C@]1(CN(OC1)C(=O)C=1N(C=C2N(C(N(C(C21)=O)C)=O)CC(C)C)CC2=C(C=CC=C2C)C)C (S)-5-(4-hydroxy-4-methylisoxazolidine-2-carbonyl)-1-isobutyl-3-methyl-6-(2,6-dimethylbenzyl)-1,6-dihydro-2H-pyrrolo[3,4-d]pyrimidine-2,4(3H)-dione